5-chloro-2-morpholinooxazolo[4,5-b]pyridine ClC1=CC=C2C(=N1)N=C(O2)N2CCOCC2